2H-naphtho[1,8-bc]furan-5-ol O1C=2C3=C(C1)C=CC(=C3C=CC2)O